FC=1C=CC(=C(C1)C=1C=C2CC(C(C2=CC1)NC(O[C@@H]1CN2CCC1CC2)=O)(C)C)C (S)-quinuclidin-3-yl (5-(5-fluoro-2-methylphenyl)-2,2-dimethyl-2,3-dihydro-1H-inden-1-yl)carbamat